C(CCC)S(=O)(=NC1=NC(=C(C2=CC3=C(C=C12)N(N=C3)C3OCCCC3)C3=CC=C(C=C3)F)C(C)C)CCCC dibutyl((5-(4-fluorophenyl)-6-isopropyl-1-(tetrahydro-2H-pyran-2-yl)-1H-pyrazolo[4,3-g]isoquinolin-8-yl)imino)-λ6-sulfanone